N-[(3'-{(1R)-1-[(6,7-dimethoxy-2-methylquinazolin-4-yl)amino]ethyl}biphenyl-4-yl)methyl]methanesulfonamide COC=1C=C2C(=NC(=NC2=CC1OC)C)N[C@H](C)C=1C=C(C=CC1)C1=CC=C(C=C1)CNS(=O)(=O)C